6-(6-chloro-2-(((1R,2S,5S)-3-methyl-3-azabicyclo[3.1.0]hex-2-yl)methoxy)-4-(piperazin-1-yl)quinazolin-7-yl)-5-(trifluoromethyl)pyridin-2-amine ClC=1C=C2C(=NC(=NC2=CC1C1=C(C=CC(=N1)N)C(F)(F)F)OC[C@@H]1[C@@H]2C[C@@H]2CN1C)N1CCNCC1